COC1=CC=C(C=C1)CN1N=C(C2=C1NCCC2)C(F)(F)F 1-[(4-methoxyphenyl)methyl]-3-(trifluoromethyl)-4,5,6,7-tetrahydropyrazolo[3,4-b]pyridine